3-(4-(5-((4-((4-(acetamidomethyl)piperidin-1-yl)methyl)-6-(3,5-dichlorophenyl)pyridin-2-yl)oxy)pyrimidin-2-yl)piperazin-1-yl)-2-methylpropanamide C(C)(=O)NCC1CCN(CC1)CC1=CC(=NC(=C1)C1=CC(=CC(=C1)Cl)Cl)OC=1C=NC(=NC1)N1CCN(CC1)CC(C(=O)N)C